3,5-bis(trifluoromethyl)phenyl-dimethylsilane FC(C=1C=C(C=C(C1)C(F)(F)F)[SiH](C)C)(F)F